4-(trifluoromethyl)-6-((3-(4-(5-(trifluoromethyl)pyridin-2-yl)piperazine-1-carbonyl)azetidin-1-yl)methyl)pyridazin-3(2H)-one FC(C=1C(NN=C(C1)CN1CC(C1)C(=O)N1CCN(CC1)C1=NC=C(C=C1)C(F)(F)F)=O)(F)F